4-(Aminomethylene)-1-[2-[3-cyclopropyl-5-(trifluoromethyl)pyrazol-1-yl]acetyl]-5-(3-methoxy-2-methyl-phenyl)pyrrolidin-3-one NC=C1C(CN(C1C1=C(C(=CC=C1)OC)C)C(CN1N=C(C=C1C(F)(F)F)C1CC1)=O)=O